F[C@@H]1C[C@H](N(C1)C(COC=1N=NC=CC1)=O)C(=O)N[C@H](C1=CC=C(C=C1)C(C)C)C1=CC=CC=C1 (2S,4R)-4-fluoro-N-[(S)-phenyl[4-(propan-2-yl)phenyl]methyl]-1-[2-(pyridazin-3-yloxy)acetyl]pyrrolidine-2-carboxamide